N-((R)-1-(2-Cyclopropoxyphenyl)-2,2,2-trifluoroethyl)-2-(2,6-dioxopiperidin-3-yl)-1-oxoisoindoline-5-carboxamide C1(CC1)OC1=C(C=CC=C1)[C@H](C(F)(F)F)NC(=O)C=1C=C2CN(C(C2=CC1)=O)C1C(NC(CC1)=O)=O